Cl.NCC12OCCC(C1)(C2)CO [1-(aminomethyl)-2-oxabicyclo[3.1.1]heptan-5-yl]methanol hydrochloride